3-methyl-1-(3-(4-(2-(trifluoromethyl)phenyl)piperidine-1-carbonyl)pyrrolo[3,4-c]pyrazol-5(1H,4H,6H)-yl)butan-1-one CC(CC(=O)N1CC=2NN=C(C2C1)C(=O)N1CCC(CC1)C1=C(C=CC=C1)C(F)(F)F)C